C(=O)(O)C1=C(C=O)C=CC=C1 Ortho-carboxybenzaldehyde